methyl-trioctanoyl-phenyl-tin CC1=C(C=CC=C1)[Sn](C(CCCCCCC)=O)(C(CCCCCCC)=O)C(CCCCCCC)=O